NC1=NOC2=C1C(=CC=C2)C2=C(C=C(C=C2F)NC(=O)NC2=CC(=CC=C2)OC(F)(F)F)F 1-(4-(3-Aminobenzo[d]isoxazol-4-yl)-3,5-difluorophenyl)-3-(3-(trifluoromethoxy)phenyl)urea